N,N'-Di-tert-butylethylendi-amin C(C)(C)(C)NCCNC(C)(C)C